bisphenol A monoethyl-carbonate C(C)OC(O)=O.OC1=CC=C(C=C1)C(C)(C)C1=CC=C(C=C1)O